2-bromobenzo[d]thiazole-6-carboxylic acid BrC=1SC2=C(N1)C=CC(=C2)C(=O)O